FC=1C(=NC=C(C1)C#CC1=CC=CC=C1)N 3-fluoro-5-(2-phenylethynyl)pyridin-2-Amine